NC1=CC=CC(=N1)S(=O)(=O)NC(=O)C=1C(=NC(=CC1)C=1C=NC(=CC1)OC(C)C)N1CCC(CC1)C(F)(F)F N-[(6-Amino-2-pyridyl)sulfonyl]-6-(6-isopropoxy-3-pyridyl)-2-[4-(trifluoromethyl)-1-piperidyl]pyridin-3-carboxamid